3,4-dihydroxy-5-(hydroxymethyl)oxolan OC1COC(C1O)CO